(E)-4-(2-(5-methyl-5,6,7,8-tetrahydroimidazo[1,5-a]pyridin-1-yl)vinyl)thiazol CC1CCCC=2N1C=NC2/C=C/C=2N=CSC2